((1S,4S,6R)-6-((5-bromopyridin-2-yl)amino)-2-azabicyclo[2.2.1]hept-2-yl)(3-fluoro-2-(pyrimidin-2-yl)phenyl)methanone BrC=1C=CC(=NC1)N[C@@H]1C[C@@H]2CN([C@H]1C2)C(=O)C2=C(C(=CC=C2)F)C2=NC=CC=N2